6-(morpholinomethyl)pyridin-3-ylboronic acid O1CCN(CC1)CC1=CC=C(C=N1)B(O)O